ClC1=NC=2N(C(=C1)NCC=1N=C3N(C=C(C=C3N3C(N(C(C3)=O)C)=O)C3CC3)C1)N=CN2 1-(2-(((5-chloro-[1,2,4]triazolo[1,5-a]pyrimidin-7-yl)amino)methyl)-6-cyclopropylimidazo[1,2-a]pyridin-8-yl)-3-methylimidazolidine-2,4-dione